CN1C=C(C2=CC=C(C=C12)NC(C=C)=O)C1=NC(=NC=C1)NC=1C=NN(C1)C(F)(F)F N-[1-methyl-3-[2-[[1-(trifluoromethyl)pyrazol-4-yl]amino]pyrimidin-4-yl]indol-6-yl]prop-2-enamide